tert-butyl 2-[1-[1-(2,6-dibenzyloxy-3-pyridyl)-6-fluoro-3-methyl-2-oxo-benzimidazol-5-yl]-4-piperidyl]acetate C(C1=CC=CC=C1)OC1=NC(=CC=C1N1C(N(C2=C1C=C(C(=C2)N2CCC(CC2)CC(=O)OC(C)(C)C)F)C)=O)OCC2=CC=CC=C2